[4-(trifluoromethyl)phenyl]pyridin-2-amine FC(C1=CC=C(C=C1)C=1C(=NC=CC1)N)(F)F